C(C1=CC=CC=C1)OC1=C(C=C(C=C1C(F)(F)F)C(F)(F)F)N1C(N(CC1)C(=O)OC(C)(C)C)=O tert-butyl 3-(2-(benzyloxy)-3,5-bis(trifluoromethyl)phenyl)-2-oxoimidazolidine-1-carboxylate